tert-butyl-(2-(((6-(diethylcarbamoyl) pyridin-3-yl) oxy) methyl)-3-fluoroallyl) carbamate C(N)(OCC(=C(F)C(C)(C)C)COC=1C=NC(=CC1)C(N(CC)CC)=O)=O